C1CCC2=CC(=CC=C12)NC(=O)C1=CC(=CC=2NC(=NC21)N(C)C)NC(=O)C2=C(C=CC=C2)C(F)(F)F N-(2,3-dihydro-1H-inden-5-yl)-2-(dimethylamino)-6-({[2-(trifluoromethyl)phenyl]carbonyl}amino)-1H-benzimidazole-4-carboxamide